(2R,3R,4R,5R)-2-(4-aminopyrrolo[2,1-f][1,2,4]triazin-7-yl)-2-cyano-5-(((methoxycarbonyl)oxy)methyl)tetrahydrofuran-3,4-diyl diacetate C(C)(=O)O[C@H]1[C@](O[C@@H]([C@H]1OC(C)=O)COC(=O)OC)(C#N)C1=CC=C2C(=NC=NN21)N